C(C)C1=CC=CC2=C(C3=CC=CC=C3C(=C12)OC(=O)CC(C)C)OC(=O)CC(C)C 1-ethyl-9,10-bis(isobutylcarbonyloxy)anthracene